di(oxetane-3-yl)methylmethyl-n-propyl-oxysilane methyl-2-methoxy-5,6,7,8-tetrahydro-1,6-naphthyridine-3-carboxylate hydrochloride Cl.COC(=O)C=1C(=NC=2CCNCC2C1)OC.O1CC(C1)C(C1COC1)[SiH](OCCC)C